(1R,2S,6R,7S)-4-(6-anilino-1,3-benzothiazol-2-yl)-4-azatricyclo[5.2.1.02,6]dec-8-ene-3,5-dione N(C1=CC=CC=C1)C1=CC2=C(N=C(S2)N2C([C@H]3[C@H]4C=C[C@@H]([C@H]3C2=O)C4)=O)C=C1